5-chloro-N-[(1S)-3-(methylamino)-1-[[(3S,5R)-5-methyl-2-oxo-pyrrolidin-3-yl]methyl]-2,3-dioxo-propyl]-2-[[2-(trifluoromethyl)cyclopropane-carbonyl]amino]benzamide ClC=1C=CC(=C(C(=O)N[C@H](C(C(=O)NC)=O)C[C@H]2C(N[C@@H](C2)C)=O)C1)NC(=O)C1C(C1)C(F)(F)F